CC(C(=O)N)C(=O)N methylmalonamide